CC(C(=O)OC(C(C(=C)C)C)=O)C(=C)C 2-Methyl-3-methyl-3-butenoic acid anhydride